The molecule is a monoterpenoid indole alkaloid that is strychnine in which the hydrogen at position 16 has been replaced by a hydroxy group. It has a role as a plant metabolite. It is a monoterpenoid indole alkaloid, an organic heteroheptacyclic compound, a delta-lactam and a hemiaminal. It derives from a strychnine. C1CN2CC3=CCO[C@H]4CC(=O)N5[C@H]6[C@H]4[C@H]3C[C@]2([C@@]61C7=CC=CC=C75)O